FC(C=1C=CC=C(C1)C(F)(F)F)(F)F 3,5-bistrifluoromethyl-benzene